N(C(=O)N)CCNCCC[Si](OC)(OC)OC gamma-(2-ureidoethyl)aminopropyltrimethoxysilane